FC1=NC=C(C=C1OC)SCC1=CC=C(C=C1)OC 2-fluoro-3-methoxy-5-((4-methoxybenzyl)thio)pyridine